2,3-DIHYDRO-1H-PYRROLIZINE-7-FORMAMIDE C1CCN2C=CC(=C12)C(=O)N